O=C1NC(CCC1N1C(C2=CC=C3C(=C2C1)OCC31CCN(CC1)CC=1C=C(C(=O)O)C=CC1)=O)=O 3-((7-(2,6-dioxopiperidin-3-yl)-6-oxo-7,8-dihydro-2H,6H-spiro[furo[2,3-e]isoindole-3,4'-piperidin]-1'-yl)methyl)benzoic acid